tert-butyl (2-(5-amino-6-chloro-2-methyl-2H-indazol-4-yl)ethyl)carbamate NC1=C(C2=CN(N=C2C=C1Cl)C)CCNC(OC(C)(C)C)=O